(RS)-3-[4-(4,4-difluoro-cyclohexyloxycarbonylamino)-phenyl]-pyrrolidine-1-carboxylic acid tert-butyl ester C(C)(C)(C)OC(=O)N1C[C@H](CC1)C1=CC=C(C=C1)NC(=O)OC1CCC(CC1)(F)F |r|